C(C)N=C=NCCCN(C)C 1-ethyl-3-(3'-dimethylaminopropyl)-carbodiimide